N(=C=O)CC(C)O[Si](OCC)(OCC)CCC isocyanatomethylpropyltriethoxysilane